Cl.Cl.COC1=C(C=CC=C1C1=NN(C=N1)C([2H])([2H])[2H])NC1=CC(=NC=C1C(CC([2H])([2H])[2H])=O)C1(CC1)C(=O)N (4-((2-methoxy-3-(1-(methyl-d3)-1H-1,2,4-triazol-3-yl)phenyl)amino)-5-(propanoyl-3,3,3-d3)pyridin-2-yl)cyclopropanecarboxamide, bis-hydrochloride salt